4-(4-(2',5'-Dimethoxy-[1,1-biphenyl]-4-yl)-1H-1,2,3-triazol-1-yl)-3-fluoropyridine COC1=C(C=C(C=C1)OC)C1=CC=C(C=C1)C=1N=NN(C1)C1=C(C=NC=C1)F